C(C)(C)(C)C=1C=C(C=CC1O)CCC(=O)OCCOCCOCCOC(CCC1=CC(=C(C=C1)O)C(C)(C)C)=O triethylene glycol bis[beta-(3-tert-butyl-4-hydroxyphenyl) propionate]